4-cumyl-cyanatobenzeneBenzylidenecamphorsulfonic acid C(C)(C)(C1=CC=CC=C1)C12C(C(C(CC1OC#N)(C2(C)C)CS(=O)(=O)O)=O)=CC2=CC=CC=C2C2=CC=CC=C2